FC=1C=CC(=C(C(=O)N)C1)NCC1=CC=C(C=C1)OCC(C)C 5-fluoro-2-{[4-(2-methylpropyloxy)phenyl]methylamino}benzamide